N[C@@H](C(=O)OC)CC1=CNC2=CC=C(C=C12)OCC#C Methyl (R)-2-amino-3-(5-(prop-2-yn-1-yloxy)-1H-indol-3-yl)propanoate